FC1=CC=C(C=C1)C1=NC(=CC(=C1)C(C)(C)NC(OCC1=CC=CC=C1)=O)O[C@H]1[C@@H]2CN(C[C@]12C)C(=O)C1=CC(=NN1C)C=1N=CSC1 |o1:28,29,33| benzyl rel-(2-(2-(4-fluorophenyl)-6-(((1R,5S,6S)-1-methyl-3-(1-methyl-3-(thiazol-4-yl)-1H-pyrazole-5-carbonyl)-3-azabicyclo[3.1.0]hexan-6-yl)oxy)pyridin-4-yl)propan-2-yl)carbamate